NC1=C(CNC(=O)NC)C=CC=C1NC(=S)NC(COC)(C)C1=CC(=CC=C1)C(F)(F)F 1-(2-amino-3-(3-(1-methoxy-2-(3-(trifluoromethyl)phenyl)propan-2-yl)thioureido)benzyl)-3-methylurea